(2,3-dimethylphenyl)-6-(methoxy-d3)-1-trityl-1H-pyrazolo[4,3-b]pyridine CC1=C(C=CC=C1C)C1=NN(C=2C1=NC=C(C2)OC([2H])([2H])[2H])C(C2=CC=CC=C2)(C2=CC=CC=C2)C2=CC=CC=C2